ClC1=C(C=C(OCCN[C@@H]2CC[C@H](CC2)CNC(OC(C)(C)C)=O)C=C1)F trans-tert-butyl ((4-((2-(4-chloro-3-fluorophenoxy)ethyl)amino)cyclohexyl)methyl)carbamate